FC(C(=O)O)(F)F.CN1CCN(CC1)CC(=O)N 2-(4-methylpiperazin-1-yl)acetamide trifluoroacetate